C(C)C=1C=CC(=C(C1)S(=O)(=O)NC1=NOC2=C1C(=CC(=C2)CN2N=CC(=C2)CNC(OC(C)(C)C)=O)OC)OCC#C tert-Butyl ((1-((3-((5-ethyl-2-(prop-2-yn-1-yloxy)phenyl)sulfonamido)-4-methoxybenzo[d]isoxazol-6-yl)methyl)-1H-pyrazol-4-yl)methyl)carbamate